4-(3,6-dihydropyridin-1(2H)-yl)-8-fluoro-7-(7-fluoro-3-(methoxymethoxy)-8-[(triisopropylsilyl)ethynyl]naphth-1-yl)-5-methyl-2-(methylthio)pyrido[4,3-d]pyrimidine N1(CCC=CC1)C=1C2=C(N=C(N1)SC)C(=C(N=C2C)C2=CC(=CC1=CC=C(C(=C21)C#C[Si](C(C)C)(C(C)C)C(C)C)F)OCOC)F